C(#N)C=1N=CC(=NC1)OCC12CC(C1)(C2)C(=O)NCC2=C(C=CC(=C2)F)F 3-(((5-cyanopyrazin-2-yl)oxy)-methyl)-N-(2,5-difluoro-benzyl)bicyclo[1.1.1]pentane-1-carboxamide